4,5-dichloro-2-[4-[4-fluoro-N-[(1-methylpyrrolidin-3-yl)methyl]anilino]cyclohexyl]pyridazin-3-one ClC=1C(N(N=CC1Cl)C1CCC(CC1)N(C1=CC=C(C=C1)F)CC1CN(CC1)C)=O